2-((2-methylene-4-oxo-4-(1-pentylcyclopropoxy)butanoyl)oxy)acetic acid C=C(C(=O)OCC(=O)O)CC(OC1(CC1)CCCCC)=O